aza-dibenzothiophen 5,5-dioxide N1=CC=CC=2S(C3=C(C21)C=CC=C3)(=O)=O